C1(=CC=CC=C1)C(C#N)=C PHENYLACRYLONITRILE